COC1=CC=C(C=C1)C(OC[C@H]1CN(CCO1)P1OC(C(S1)C)C)(C1=CC=CC=C1)C1=CC=C(C=C1)OC (2R)-2-((bis(4-methoxyphenyl)(phenyl)methoxy)methyl)-4-(4,5-dimethyl-1,3,2-oxathiaphospholan-2-yl)morpholine